(S)-1-cyano-N-(6-cyclopropylimidazo[1,2-a]pyridin-2-yl)pyrrolidine-3-carboxamide C(#N)N1C[C@H](CC1)C(=O)NC=1N=C2N(C=C(C=C2)C2CC2)C1